COC1=CC=C(C=N1)[C@H](CC(=O)O)N1CC(C1)CCCCC1=NC=2NCCCC2C=C1 (S)-3-(6-methoxypyridin-3-yl)-3-(3-(4-(5,6,7,8-tetrahydro-1,8-naphthyridin-2-yl)butyl)azetidin-1-yl)propionic acid